1-((2-(2-morpholinoethoxy)naphthalen-1-yl)methyl)naphthalen-2-ol O1CCN(CC1)CCOC1=C(C2=CC=CC=C2C=C1)CC1=C(C=CC2=CC=CC=C12)O